C(C)(C)C1=C(C(=CC(=C1)C=C)C(C)C)OP(=O)(OC1=C(C=C(C=C1C(C)C)C=C)C(C)C)OC1=C(C=C(C=C1C(C)C)C=C)C(C)C Tris(2,6-diisopropyl-4-vinylphenyl)phosphate